[Na+].S(N)(=O)(=O)C=1C(=CC=C(C(=O)[O-])C1)Cl 5-(sulfamoyl)-4-chlorobenzoic acid sodium salt